2-amino-1,4-butanediol NC(CO)CCO